N1N=CC(=C1)C=1C=C(C=O)C=CC1 3-(1H-pyrazol-4-yl)benzaldehyde